(2S)-((((2R,3R,4R,5R)-5-(2,4-dioxido-3,4-dihydropyrimidin-1(2H)-yl)-4-fluoro-3-hydroxy-4-methyltetrahydrofuran-2-yl)methoxy)-(phenoxy)phosphorylamino)propionic acid [O-]C1N(C=CC(N1)[O-])[C@H]1[C@]([C@@H]([C@H](O1)COC1=C(OP(=O)=N[C@H](C(=O)O)C)C=CC=C1)O)(C)F